NC=1SCC2(N1)CCOC1=CC=C(C=C12)NS(=O)(=O)C1=CC=C(C=C1)Cl N-(2'-amino-5'H-spiro[chromane-4,4'-thiazol]-6-yl)-4-chlorobenzenesulfonamide